(R)-3-ethyl-2-(1-(4-ethyl-1,4-diazepan-1-yl)butyl)-6-fluoro-7-methoxyquinazolin-4(3H)-one C(C)N1C(=NC2=CC(=C(C=C2C1=O)F)OC)[C@@H](CCC)N1CCN(CCC1)CC